O/N=C(\C(CO)(C)C)/N (E)-N',3-dihydroxy-2,2-dimethylpropionamidine